4-chlorophenylalanine ClC1=CC=C(C[C@H](N)C(=O)O)C=C1